FC(C(=O)O)(F)F.N1CC(C1)OC1CCN(CC1)CCCCCOC=1C=C2C(N(C(C2=CC1)=O)C1C(NC(CC1)=O)=O)=O 5-[5-[4-(azetidin-3-yloxy)-1-piperidinyl]pentoxy]-2-(2,6-dioxo-3-piperidinyl)isoindoline-1,3-dione trifluoroacetate